CO[C@@H]1C[C@H](N(C1)C)C(C)O 1-((2S,4R)-4-Methoxy-1-methylpyrrolidin-2-yl)ethan-1-ol